C1(=CC=CC=C1)S(=O)(=O)O[C@@H](C(=O)NC1=CC(=C(C=C1)N)F)CC (R)-1-((4-amino-3-fluorophenyl) amino)-1-oxobutan-2-yl benzenesulfonate